C(C)OC1(CCCCC1)OOC(C)(C)C 1-ethoxy-1-tert-butylperoxy-cyclohexane